ClC1=NC2=CC=CC=C2C(N1)=O 2-chloro-4(3H)-quinazolinone